3-Chloro-5-(3-(5-methyl-6-oxo-5,7-diazaspiro[3.4]octane-7-yl)piperidin-1-yl)pyridine ClC=1C=NC=C(C1)N1CC(CCC1)N1C(N(C2(CCC2)C1)C)=O